COC(CCC(N1C(C2=CC=CC(=C2C1)OCC1=CC=C(C=C1)CN1CCC2=CC=CC=C12)=O)C(N)=O)=O 4-Carbamoyl-4-{4-[4-(2,3-dihydro-indol-1-ylmethyl)-benzyloxy]-1-oxo-1,3-dihydro-isoindol-2-yl}-butyric acid methyl ester